(γ-glycidoxypropyl)(methoxy)dimethylsilane Ethyl-(3-hydroxy-5-(1-isopropyl-1H-pyrazol-4-yl)-4-methylpicolinoyl)glycinate C(C)N(CC(=O)O)C(C1=NC=C(C(=C1O)C)C=1C=NN(C1)C(C)C)=O.C(C1CO1)OCCC[Si](C)(C)OC